BrC=1OC(=C(N1)C(=O)OCC)C ethyl 2-bromo-5-methyloxazole-4-carboxylate